1-((1s,4s)-4-((5-(3-methyl-[1,2,4]triazolo[4,3-a]pyridin-6-yl)-7H-pyrrolo[2,3-d]pyrimidin-2-yl)amino)cyclohexyl)pyrrolidin-2-one CC1=NN=C2N1C=C(C=C2)C2=CNC=1N=C(N=CC12)NC1CCC(CC1)N1C(CCC1)=O